C(C)(C)(C)OC(=O)N1CCC2(CNC2C=2N=C(N=NC2OC2=C(C=C(C=C2)F)C(N(C(C)C)C(C)C)=O)Cl)CC1 (3-chloro-6-(2-(diisopropylcarbamoyl)-4-fluorophenoxy)-1,2,4-triazin-5-yl)-2,7-diazaspiro[3.5]nonane-7-carboxylic acid tert-butyl ester